(R)-4-{3-[bis(4-methoxyphenyl) (phenyl) methoxy]-2-[2-(2,4-dioxo-3,4-dihydropyrimidin-1(2H)-yl) ethoxy] propoxy}-4-oxobutanoate COC1=CC=C(C=C1)C(OC[C@H](COC(CCC(=O)[O-])=O)OCCN1C(NC(C=C1)=O)=O)(C1=CC=CC=C1)C1=CC=C(C=C1)OC